C(C)(C)(C)OC(=O)NC1CN2C(CCC2CNC1)C(=O)OCC ethyl 3-((tert-butoxycarbonyl) amino)-1,5-diazabicyclo[5.3.0]decane-10-carboxylate